C(=O)(O)C=1C=C(C=CC1O)CCC1=C(C=CC(=C1)O)O trans-1-(3'-carboxy-4'-hydroxyphenyl)-2-(2',5'-dihydroxy-phenyl)ethane